(5Z)-5-(1,3-Benzoxazol-6-ylmethylene)-2-[(3-fluoro-1-adamantyl)amino]-3-methyl-imidazol-4-one O1C=NC2=C1C=C(C=C2)\C=C/2\C(N(C(=N2)NC21CC3(CC(CC(C2)C3)C1)F)C)=O